1,3,6,8-tetrakis(4-aminophenyl)-pyrene NC1=CC=C(C=C1)C1=CC(=C2C=CC3=C(C=C(C4=CC=C1C2=C34)C3=CC=C(C=C3)N)C3=CC=C(C=C3)N)C3=CC=C(C=C3)N